ClC1=C(C=C(C=C1)Cl)C=1C=C2CCCC(C2=CC1)NC(O[C@@H]1CN2CCC1CC2)=O (S)-quinuclidin-3-yl (6-(2,5-dichlorophenyl)-1,2,3,4-tetrahydronaphthalen-1-yl)carbamate